B(F)(F)F.C(C)(C)(C)OC(=O)N1CC2(CC2CC1)[K] (3-(tert-butoxycarbonyl)-3-azabicyclo[4.1.0]heptane-1-yl)potassium trifluoroborate